FC1=C(C(=CC=C1)OC)C1=NC=CC2=C1CN(C2=O)C2=NC(=CC=C2)N[C@@H]2C[C@H]1COCCN1C2 4-(2-fluoro-6-methoxyphenyl)-2-(6-(((7r,8as)-hexahydro-1H-pyrrolo[2,1-c][1,4]oxazin-7-yl)amino)pyridin-2-yl)-2,3-dihydro-1H-pyrrolo[3,4-c]pyridin-1-one